N,N-dimethyl-2-(2-phenoxyethoxy)ethan-1-amine CN(CCOCCOC1=CC=CC=C1)C